Tert-butyl 4-(2-aminoethyl)-2-(hydroxymethyl)benzylcarbamate NCCC1=CC(=C(CNC(OC(C)(C)C)=O)C=C1)CO